C1=CC=CC=2C3=CC=CC=C3C(C12)COC(=O)N[C@H](C[C@H]1N(CCC1)C(=O)OC(C)(C)C)CO tert-Butyl (S)-2-((R)-2-((((9H-fluoren-9-yl)methoxy)carbonyl)amino)-3-hydroxypropyl)pyrrolidine-1-carboxylate